NCC(=O)N[C@H]1C[C@@H](CC1)NC(=O)C=1SC=2N=CC=C3N(C(NC1C23)=O)C2=C(C=C(C=C2)OC2=CC=CC=C2)C N-((1R,3R)-3-(2-Aminoacetamido)cyclopentyl)-5-(2-methyl-4-phenoxyphenyl)-4-oxo-4,5-dihydro-3H-1-thia-3,5,8-triazaacenaphthylene-2-carboxamide